Methoxyethyl-pyrazine COCCC1=NC=CN=C1